C(C)(C)(C)C(C(=O)O)C1=C(C=CC(=C1)F)NS(=O)(=O)C1=CC(=C(C=C1)N1CCCCC1)NC(=O)C1=NN(C2=CC=CC=C12)CC(F)(F)F.C(=O)(O)C12CC=C(N1)C=C1C=CC(C=C3C=CC(=CC=4C=CC(=C2)N4)N3)=N1 (4-carboxyl)porphyrin tert-butyl-2-(5-fluoro-2-((4-(piperidin-1-yl)-3-(1-(2,2,2-trifluoroethyl)-1H-indazole-3-carboxamido)phenyl)sulfonamido)phenyl)acetate